BrC1=C2C=NN(C2=CC(=C1N)C#C)C1OCCCC1 4-bromo-6-ethynyl-1-(tetrahydro-2H-pyran-2-yl)-1H-indazol-5-amine